1-methyl-7-[4-[3-(2-oxopiperazin-1-yl)propoxy]phenoxy]indazole-5-carboxamide CN1N=CC2=CC(=CC(=C12)OC1=CC=C(C=C1)OCCCN1C(CNCC1)=O)C(=O)N